C(COCCOCCOCCOCC(=O)OC(C)(C)C)(=O)OC(C)(C)C di-tert-butyl 3,6,9,12-tetraoxatetradecanedioate